2-(4-(1-(aminomethyl)-5-(methylamino)-4-oxo-3,4-dihydropyrido[3,4-d]pyridazin-7-yl)-1-methyl-1H-pyrazol-5-yl)-4-chloro-6-cyclopropyloxy-3-fluorobenzonitrile NCC=1C2=C(C(NN1)=O)C(=NC(=C2)C=2C=NN(C2C2=C(C#N)C(=CC(=C2F)Cl)OC2CC2)C)NC